FC=1C=2N(C=C(C1)C1=CNC=3N=C(N=CC31)NCC(C)C)C(=CN2)C 5-(8-fluoro-3-methylimidazo[1,2-a]pyridin-6-yl)-N-isobutyl-7H-pyrrolo[2,3-d]pyrimidin-2-amine